(1R,3S,5R)-2-(2-(4-amino-8-methyl-6-(trifluoromethyl)-9H-pyrimido[4,5-b]indol-9-yl)acetyl)-N-(6-chloro-5-methylpyrazin-2-yl)-5-methyl-2-azabicyclo[3.1.0]hexane-3-carboxamide NC1=NC=NC=2N(C3=C(C=C(C=C3C21)C(F)(F)F)C)CC(=O)N2[C@@H]1C[C@@]1(C[C@H]2C(=O)NC2=NC(=C(N=C2)C)Cl)C